ClC=1C=CC2=C(CC3(CC=4N2C(=NN4)[C@@H]4CC[C@H](CC4)CC4=NC=CC=C4)OCCO3)C1 8'-chloro-1'-[trans-4-(pyridin-2-ylmethyl)cyclohexyl]-4'H,6'H-spiro[1,3-dioxolane-2,5'-[1,2,4]triazolo[4,3-a][1]benzazepine]